COC(C(CC)C=1N=NC(=CC1N)C1=C(C=CC(=C1)Cl)F)=O (4-amino-6-(5-chloro-2-fluorophenyl)pyridazin-3-yl)butanoic acid methyl ester